[P].Cl[S](Cl)Cl trichlorosulfur phosphorus